trans-tert-butyl-3-(3-(2-(2,6-dioxopiperidin-3-yl)-1-oxoisoindolin-4-yl)propoxy)cyclobutane-1-carboxylate C(C)(C)(C)OC(=O)[C@@H]1C[C@H](C1)OCCCC1=C2CN(C(C2=CC=C1)=O)C1C(NC(CC1)=O)=O